C1(CC1)S(=O)(=O)N1N=CC(=C1)C1=NC=CC(=N1)NC=1N=CC2=C(C=NC(=C2C1)C(C)C)N1[C@@H]([C@H](C1)CS(=O)(=O)C)C N-(2-(1-(cyclopropylsulfonyl)-1H-pyrazol-4-yl)pyrimidin-4-yl)-5-isopropyl-8-((2R,3S)-2-methyl-3-((methanesulfonyl)methyl)azetidin-1-yl)-2,6-diazanaphthalen-3-amine